FC(C(C(C(F)(F)F)(C(F)(F)F)OCC(C(C(F)(F)F)(F)F)(F)F)(F)F)(F)F 1,1,1,2,2,4,4,4-octafluoro-3-(2,2,3,3,4,4,4-heptafluorobutoxy)-3-(trifluoromethyl)butane